2,5-dioxafuran O1OC=CO1